FC=1N=CC=2C3=CC=C(C(NS(C=4C(=C(C=C(C(OCCC2C1)=O)C4)C(F)(F)F)O)(=O)=O)=C3)OC 5-fluoro-15-hydroxy-20-methoxy-17,17-dioxo-14-(trifluoromethyl)-10-oxa-17λ6-thia-4,18-diazatetracyclo[17.3.1.112,16.02,7]tetracosa-1(22),2(7),3,5,12,14,16(24),19(23),20-nonaen-11-one